(S)-5-((7-cyano-5-(isopropylamino)-2,6-naphthyridin-3-yl)amino)-3,3-difluoropiperidine-1-carboxylic acid tert-butyl ester C(C)(C)(C)OC(=O)N1CC(C[C@@H](C1)NC=1N=CC2=CC(=NC(=C2C1)NC(C)C)C#N)(F)F